Methyl-2-(3-chloro-2-fluorophenyl)-5-[1-(phenylsulfonyl)-1H-pyrrolo[2,3-b]pyridin-4-yl]-1H-pyrrole-3-carboxylate COC(=O)C1=C(NC(=C1)C1=C2C(=NC=C1)N(C=C2)S(=O)(=O)C2=CC=CC=C2)C2=C(C(=CC=C2)Cl)F